C(C1=CC=CC=C1)C=1C=2N(C=C(N1)C1=CC=CC=C1)C(=C(N2)C(C)C=2OC=CC2)CC(=O)[O-] 8-Benzyl-2-(1-(Furan-2-yl)ethyl)-6-phenylimidazo[1,2-a]pyrazin-3-yl-acetat